ClC=1C(=C(CN2[C@@H](C[C@@](CC2)(C(=O)O)CC2=NC(=NC(=C2F)C(C)C)NC2=NNC(=C2)C)C)C=CC1)F (2R,4R)-1-(3-chloro-2-fluorobenzyl)-4-((5-fluoro-6-isopropyl-2-((5-methyl-1H-pyrazol-3-yl)amino)pyrimidin-4-yl)methyl)-2-meth-ylpiperidine-4-carboxylic acid